CC1=CC=C2C(=CC(=CC2=C1)C(=O)OCC)OS(=O)(=O)C(F)(F)F ethyl 7-methyl-4-(((trifluoromethyl) sulfonyl) oxy)-2-naphthoate